N1(CCNCC1)C1=CC=C(C=C1)[C@@H]1CN(CCO1)C(=O)OC(C)(C)C tert-butyl (2R)-2-(4-(piperazin-1-yl)phenyl)morpholine-4-carboxylate